C12N(CC(C1)C2)C=2N=C1N(C(C2C#N)=O)C=C(C=C1[C@@H](C)NC1=C(C(=O)O)C=CC=C1)C (R)-2-((1-(2-(2-azabicyclo[2.1.1]hexan-2-yl)-3-cyano-7-methyl-4-oxo-4H-pyrido[1,2-a]pyrimidin-9-yl)ethyl)amino)benzoic acid